BrC=1C=CC2=C(C(CN(CC2)S(=O)(=O)C)O)C1 8-bromo-3-(methylsulfonyl)-2,3,4,5-tetrahydro-1H-benzo[d]azepin-1-ol